ClC=1C=CC=C2[C@H](CCOC12)NC(=O)NC1=NN(C=C1)C1=CC=C(C=C1)C(CN(C)C)=O 1-[(4S)-8-chlorochroman-4-yl]-3-[1-[4-[2-(dimethylamino)acetyl]phenyl]pyrazol-3-yl]urea